FC1=C(SC(=C1)C(C)(C)O)[S@](=O)(N)=NC(NC1=C2CCC(C2=CC=2CCCC12)=O)=O (S)-3-fluoro-5-(2-hydroxypropan-2-yl)-N'-((1-oxo-1,2,3,5,6,7-hexahydro-s-indacen-4-yl)carbamoyl)thiophene-2-sulfonimidamide